2-(3-fluorophenyl)-N-(2'-((2-hydroxyethyl)(methyl)amino)-[3,4'-bipyridyl]-6-yl)acetamide FC=1C=C(C=CC1)CC(=O)NC1=CC=C(C=N1)C1=CC(=NC=C1)N(C)CCO